[Tm+3].B([O-])([O-])[O-].[Ca+2] Calcium borate thulium